9-{[4-(trifluoromethyl)phenyl]-methyl}-9H-pyrido[3,4-b]indole-3-carboxylic acid FC(C1=CC=C(C=C1)CN1C2=C(C3=CC=CC=C13)C=C(N=C2)C(=O)O)(F)F